BrC1=C(N(C(N1C1=C(C=CC=C1C(C)C)C(C)C)=[Au]C(F)(F)F)C1=C(C=CC=C1C(C)C)C(C)C)C(CCCC1=CC=C(C=C1)C(C)=O)(F)F trans-Bromo-((4-(4-acetylphenyl)-1,1-difluorobutyl))-trifluoromethyl-1,3-Bis(2,6-diisopropylphenyl)-1,3-dihydro-2H-imidazol-2-ylidene-gold(III)